6-(3-methoxypropyl)-5H-indeno[1,2-c]isoquinoline-5,11(6H)-dione COCCCN1C(C2=CC=CC=C2C2=C1C=1C=CC=CC1C2=O)=O